C1(=CC=CC=C1)C(C(C)C)O phenyl-2-methylpropanol